C1(CCC1)OC1=C(C=CC(=C1F)F)[C@H]1[C@H](O[C@]([C@H]1C)(C(F)(F)F)C)C(=O)NC1=CC(=NC=C1)C(=O)N 4-[[(2S,3S,4S,5R)-3-[2-(Cyclobutoxy)-3,4-difluorophenyl]-4,5-dimethyl-5-(trifluoromethyl)tetrahydrofuran-2-carbonyl]amino]pyridin-2-carboxamid